ClC=1C=C(OC2CCC(CC2)NC(=O)C=2N=NC(=CC2)N2CCC(CC2)CCO)C=CC1C#N N-((1r,4r)-4-(3-chloro-4-cyanophenoxy)cyclohexyl)-6-(4-(2-hydroxyethyl)piperidin-1-yl)pyridazine-3-carboxamide